C(C)(C)(C)OC(=O)N1CC(C1)(C(N(C)OC)=O)C#N 3-cyano-3-(methoxy-methyl-carbamoyl)-azetidine-1-carboxylic acid tert-butyl ester